(±)-2-{4-[3-(4-chloro-5-methoxy-1-methyl-1H-indole-2-amido)oxolan-3-yl]phenyl}-2-methylpropanoic acid ClC1=C2C=C(N(C2=CC=C1OC)C)C(=O)N[C@@]1(COCC1)C1=CC=C(C=C1)C(C(=O)O)(C)C |r|